((8-cyclopentyl-6,6-dimethyl-7-oxo-5,6,7,8-tetrahydropyrido[2,3-d]pyrimidin-2-yl)amino)benzenesulfonamide C1(CCCC1)N1C(C(CC2=C1N=C(N=C2)NC2=C(C=CC=C2)S(=O)(=O)N)(C)C)=O